beta-cyano-ethyl-trimethoxysilane C(#N)CC[Si](OC)(OC)OC